N(CCC1=CC(O)=C(O)C=C1)CCCCCCCCCCCCCCCCCC(=O)O dopamine-stearic acid